ClC=1C=C(C=C(C1)C)NC(=O)C1=C(N(C(=C1C)C(C(=O)N[C@H]1C[C@@H](CCC1)O)=O)C)C N-(3-chloro-5-methylphenyl)-5-(2-(((1R,3R)-3-hydroxycyclohexyl)amino)-2-oxoacetyl)-1,2,4-trimethyl-1H-pyrrole-3-carboxamide